C(CC)(=O)OCCOCCCC.[N].[Li] Lithium Nitrogen Butoxyethyl propionate